C(CCCCCCC)S(=O)(=O)[O-] 1-Octanesulphonate